(S)-2-(4,5-dichloro-6-oxopyridazin-1(6H)-yl)-N-(4-methyl-3-((4-methyl-1,4-diazepan-1-yl)sulfonyl)phenyl)propanamide ClC=1C=NN(C(C1Cl)=O)[C@H](C(=O)NC1=CC(=C(C=C1)C)S(=O)(=O)N1CCN(CCC1)C)C